Cl.C(C)N(C)C=NC1=CC(=C(C(=O)OCC2=CC(=CC=C2)C(F)(F)F)C=C1C)C 3-(trifluoromethyl)benzyl 4-(((ethyl(methyl)amino)methylene)amino)-2,5-dimethylbenzoate hydrochloride